FC1=C(CN2S(C3=C(C2=O)C=CC=C3)(=O)=O)C=CC=C1 (2-fluorobenzyl)benzo[d]isothiazol-3(2H)-one-1,1-dioxide